(2S,4S)-1-(2-methylbenzofuro[3,2-d]pyrimidin-4-yl)-4-(2-(5-methylpyridin-3-yl)acetamido)pyrrolidine-2-carboxylic acid CC=1N=C(C2=C(N1)C1=C(O2)C=CC=C1)N1[C@@H](C[C@@H](C1)NC(CC=1C=NC=C(C1)C)=O)C(=O)O